N1=C(C=CC=C1)C(C)(C#C)O 2-(2-pyridinyl)but-3-yn-2-ol